C(CCC(=O)C)(=O)OC(C)C i-propyl levulinate